COC1=C(C(=CC(=C1)CCCCC)OC)C=1C(=CC=C(C1)C)C(=O)OC methyl 2',6'-dimethoxy-5-methyl-4'-pentylbiphenyl-2-carboxylate